F[B-](F)(F)F.CN1COC(=C1C)C N-methyl-4,5-dimethyloxazole tetrafluoroborate